5-(5-{[(2R,3S,5S)-2-fluoro-8-azabicyclo[3.2.1]octan-3-yl](methyl)amino}pyrazin-2-yl)-1-methyl-1H-indol-4-ol F[C@@H]1C2CC[C@@H](C[C@@H]1N(C=1N=CC(=NC1)C1=C(C=3C=CN(C3C=C1)C)O)C)N2